C(C)N1N=C2C=CC(=CC2=C1)C1=CC[C@@H](CN1C(=O)OC(C)(C)C)C |r| tert-Butyl rac-(3S)-6-(2-ethylindazol-5-yl)-3-methyl-3,4-dihydro-2H-pyridine-1-carboxylate